C(C)(C)(C)OC(=O)N1CCN(CC1)C1=NC=C(C=C1C1CC1)C(F)(F)F 4-(3-cyclopropyl-5-(trifluoromethyl)pyridin-2-yl)piperazine-1-carboxylic acid tert-butyl ester